COC1=C(C=CC(=C1)N1CCN(CC1)C)NC=1C=C(C2=C(N1)NC=C2C(F)(F)F)NC N6-(2-Methoxy-4-(4-methylpiperazin-1-yl)phenyl)-N4-methyl-3-(trifluoromethyl)-1H-pyrrolo[2,3-b]pyridin-4,6-diamin